1-(1-chloromethylvinyl)-2,4-difluorobenzene ClCC(=C)C1=C(C=C(C=C1)F)F